(trimethoxyphosphine) palladium [Pd].COP(OC)OC